CC=1OCC(N1)(C)C 2,4,4-trimethyl-5H-1,3-oxazole